(2,5-dichloropyrimidin-4-yl)-2-methyl-1-((2-(trimethylsilyl)ethoxy)methyl)-1H-benzo[d]imidazole ClC1=NC=C(C(=N1)C1=CC=CC=2N(C(=NC21)C)COCC[Si](C)(C)C)Cl